NC1=C(C(=NN1CC1COCC1)C1=CC=C(C=C1)CC(=O)NC1=CC(=NO1)CC(C)(C)C)C(=O)N 5-Amino-3-(4-(2-((3-neopentylisoxazol-5-yl)amino)-2-oxoethyl)phenyl)-1-((tetrahydrofuran-3-yl)methyl)-1H-pyrazole-4-carboxamide